(R)-5-((((6-(2-chloro-3-(3-chloro-2-(3-(((2-hydroxyethyl)(methyl)amino)methyl)-1-methyl-1H-indol-6-yl)pyridin-4-yl)phenyl)-2-methoxypyridin-3-yl)methyl)amino)methyl)pyrrolidin-2-one ClC1=C(C=CC=C1C1=C(C(=NC=C1)C1=CC=C2C(=CN(C2=C1)C)CN(C)CCO)Cl)C1=CC=C(C(=N1)OC)CNC[C@H]1CCC(N1)=O